C(C)(C)(C)C1=C(C(=CC(=C1)Cl)C(C)(C)C)C=1C(C=CC(C1)=C)=O 2,6-di-tert-butyl-4-chlorophenyl-methylene-2,5-cyclohexadiene-1-one